(5-amino-2-hydroxyphenyl)(4-aminophenyl)methanone NC=1C=CC(=C(C1)C(=O)C1=CC=C(C=C1)N)O